stannic distearate C(CCCCCCCCCCCCCCCCC)(=O)[O-].C(CCCCCCCCCCCCCCCCC)(=O)[O-].[Sn+4]